C(C1=CC=CC=C1)OC(=O)N1CC(C1)OS(=O)(=O)C 3-((methylsulfonyl)oxy)azetidine-1-carboxylic acid benzyl ester